methyl-[4,4'-bipyridine]-3-carboxamide CC1=NC=CC(=C1C(=O)N)C1=CC=NC=C1